4,7-dichloro-6-fluoro-1-(2-isopropyl-6-methylphenyl)pyrido[2,3-d]Pyrimidin-2(1H)-one ClC=1C2=C(N(C(N1)=O)C1=C(C=CC=C1C)C(C)C)N=C(C(=C2)F)Cl